4-benzyloxy-6-(3-chlorophenyl)-5-methyl-pyridine-3-carbonitrile C(C1=CC=CC=C1)OC1=C(C=NC(=C1C)C1=CC(=CC=C1)Cl)C#N